Cl.OC[C@@H]1OC[C@](CNC1)(O)C (2R,6S)-2-(hydroxymethyl)-6-methyl-1,4-oxazepan-6-ol, hydrochloride